ClC=1C2=CN(N=C2C=CC1B1OC(C(O1)(C)C)(C)C)CC(=O)OC methyl 2-(4-chloro-5-(4,4,5,5-tetramethyl-1,3,2-dioxaborolan-2-yl)-2H-indazol-2-yl)acetate